OCC(C(=O)O)(C)CO 2,2-di-hydroxymethylpropanoic acid